2-(3-ethoxycarbonylpyrrolidin-1-yl)pyrimidin-5-ylboronic acid C(C)OC(=O)C1CN(CC1)C1=NC=C(C=N1)B(O)O